tert-butyl 3-methylsulfonyloxy-pyrrolidine-1-carboxylate CS(=O)(=O)OC1CN(CC1)C(=O)OC(C)(C)C